1-phenyl-3-(4-methylphenyl)-2,3-epoxy-1-propanone C1(=CC=CC=C1)C(C1C(O1)C1=CC=C(C=C1)C)=O